(N-[4-amino-5-[3-(azetidine-1-carbonyl)isoxazole-5-carbonyl]thiazol-2-yl]-4-fluoro-anilino)propanamide NC=1N=C(SC1C(=O)C1=CC(=NO1)C(=O)N1CCC1)N(C1=CC=C(C=C1)F)C(C(=O)N)C